ClC1=C(C(=O)NC2=C3C(CC(C3=CC=C2)(C)C)C)C=CC=N1 2-chloro-N-(1,1,3-trimethyl-indan-4-yl)-nicotinamide